(cyclopropanesulfonamido)-2,3-dihydro-1H-indene-4-carboxamide C1(CC1)S(=O)(=O)NC1CCC=2C(=CC=CC12)C(=O)N